7-bromo-5-iodo-3-methyl-2H-1,4-benzoxazine BrC1=CC2=C(N=C(CO2)C)C(=C1)I